3-(3-hydroxy-4-tolyl)urea OC=1C=C(C=CC1NC(N)=O)C